5-bromo-3-chloro-6,7-dimethyl-isoquinoline BrC1=C2C=C(N=CC2=CC(=C1C)C)Cl